7-(4-fluoro-6-(2-(hydroxymethyl)morpholino)pyridin-2-yl)-5,6,7,8-tetrahydro-2,7-naphthyridine-3-carboxylic acid ethyl ester C(C)OC(=O)C=1N=CC=2CN(CCC2C1)C1=NC(=CC(=C1)F)N1CC(OCC1)CO